CC=1OC(=C(C(C1CC1=CC=CC=C1)=O)Cl)C 2,6-dimethylchlorophenylmethyl-4-pyrone